Tert-Butyl (R)-(1-Cyclobutylpiperidin-3-yl)Carbamate C1(CCC1)N1C[C@@H](CCC1)NC(OC(C)(C)C)=O